(S)-N-(7-(3-Hydroxy-3-methylbut-1-yn-1-yl)-5-methyl-4-oxo-2,3,4,5-tetrahydrobenzo[b][1,4]oxazepin-3-yl)-4-((6-(trifluoromethyl)pyridin-2-yl)methyl)-1H-pyrazol-1-carboxamid OC(C#CC1=CC2=C(OC[C@@H](C(N2C)=O)NC(=O)N2N=CC(=C2)CC2=NC(=CC=C2)C(F)(F)F)C=C1)(C)C